NC1=CC=NC=2N1N=CC2NCCO 2-(7-aminopyrazolo-[1,5-a]-pyrimidin-3-ylamino)-ethanol